6-(4-Cyclopropyl-6-methoxypyrimidin-5-yl)-3-(2-fluoroethyl)-1-(4-(1-methyl-4-(trifluoromethyl)-1H-imidazol-2-yl)benzyl)-1,3-dihydro-2H-imidazo[4,5-c]pyridin-2-one C1(CC1)C1=NC=NC(=C1C1=CC2=C(C=N1)N(C(N2CC2=CC=C(C=C2)C=2N(C=C(N2)C(F)(F)F)C)=O)CCF)OC